allylsamarium bromide [Br-].C(C=C)[Sm+2].[Br-]